FC(C1=CC=CC(=N1)NC(=O)C=1C(=CC=2N(C1)C=C(N2)C2CCN(CC2)C(CN2CCC(CC2)C=2C=NC(=CC2)NC2C(NC(CC2)=O)=O)=O)OC(C)C)F N-[6-(difluoromethyl)-2-pyridyl]-2-[1-[2-[4-[6-[(2,6-dioxo-3-piperidyl)amino]-3-pyridyl]-1-piperidyl]acetyl]-4-piperidyl]-7-isopropoxy-imidazo[1,2-a]pyridine-6-carboxamide